C12CC(CCC2O1)C(=O)OC methyl 7-oxabicyclo[4.1.0]heptane-3-carboxylate